SC=1S(C(=NN1)S)C(=O)[O-] 2,5-dimercapto-1,3,4-thiadiazolyl-carboxylate